[2,2-bis(4-fluorophenyl)cyclobutyl] (2S)-2-[(3-acetoxy-4-methoxy-pyridine-2-carbonyl)amino]propanoate C(C)(=O)OC=1C(=NC=CC1OC)C(=O)N[C@H](C(=O)OC1C(CC1)(C1=CC=C(C=C1)F)C1=CC=C(C=C1)F)C